COCCCN 3-methoxy-1-propylamine